C(C)(C)C=1C(=C(C=CC1)N1C(N(CC1)C1=C(C(=CC=C1)C(C)C)C(C)C)=[Pd])C(C)C [1,3-bis(diisopropylphenyl)-2-imidazolidinylidene]palladium (II)